C1(CCCCC1)[C@H]1N(S(C2=C(N(C1)C1=CC=CC=C1)C=C(C(=C2)C2=CC(=C(S2)C(=O)OC)C)OCC(F)(F)F)(=O)=O)C methyl (R)-5-(3-cyclohexyl-2-methyl-1,1-dioxido-5-phenyl-7-(2,2,2-trifluoroethoxy)-2,3,4,5-tetrahydrobenzo[f][1,2,5]thiadiazepin-8-yl)-3-methylthiophene-2-carboxylate